CC1=C(C(=[Si-]C=C1)C)C.CC1=C(C(=[Si-]C=C1)C)C.[Li+].[Li+] lithium bistrimethylsilainide